ClC1=CC(=NC=C1C(=O)NC)Cl 4,6-Dichloro-N-methylnicotinamide